FC1=C(C=CC=C1)C=1C2=C(N=C(N1)S(=O)(=O)C)N(CCC2)C(CC(=O)NC)CC(C)C 3-(4-(2-fluorophenyl)-2-(methylsulfonyl)-6,7-dihydropyrido[2,3-d]pyrimidin-8(5H)-yl)-N,5-dimethylhexanamide